(E)-2-(3-(2-(3-ethoxy-1-(6-methoxypyridin-3-yl)-3-oxopropyl)thiazol-4-yl)allyl)-1,8-naphthyridine-1(2H)-carboxylic acid phenyl ester C1(=CC=CC=C1)OC(=O)N1C(C=CC2=CC=CN=C12)C\C=C\C=1N=C(SC1)C(CC(=O)OCC)C=1C=NC(=CC1)OC